1-methyl-7-methoxy-b-carboline CC1=NC=CC=2C3=CC=C(C=C3NC12)OC